C(C)(C)(C)NC(CN(C)C=1C2=C(N=C(N1)C1=NC=CC(=C1)OC[C@H](CC)O)CCC2)=O (S)-N-(tert-butyl)-2-((2-(4-(2-hydroxybutoxy)pyridin-2-yl)-6,7-dihydro-5H-cyclopenta[d]pyrimidin-4-yl)(methyl)amino)acetamide